Natrium (S)-3-(5-(2,6-Dimethylphenyl)thiophen-2-yl)-3-(3-(1-methyl-4-oxido-2-oxo-1,2-dihydropyridin-3-yl)ureido)propanoat CC1=C(C(=CC=C1)C)C1=CC=C(S1)[C@H](CC(=O)[O-])NC(=O)NC=1C(N(C=CC1[O-])C)=O.[Na+].[Na+]